NC1=C(C(=NN1C(C)C1COCC1)C1=CC=C(C=C1)CNC(C1=C(C=CC(=C1)F)OC)=O)C(=O)N 5-amino-3-[4-[[(5-fluoro-2-methoxy-benzoyl)amino]methyl]phenyl]-1-(1-tetrahydrofuran-3-ylethyl)pyrazole-4-carboxamide